(-)-N-formylglutamine C(=O)N[C@@H](CCC(N)=O)C(=O)O